BrC1=CC=2C(C3=CC=CC=C3C2C=C1)(C)C 2-bromo-9,9-Dimethylfluorene